ClC1=NC(=NC(=C1C)C1=C(C=CC=C1)C(C)C)N 4-chloro-6-(2-isopropylphenyl)-5-methyl-pyrimidin-2-amine